6-(3-amino-5-fluoro-6-(4-morpholinophenyl)pyrazin-2-yl)-7-fluoro-3,4-dihydroisoquinolin-1(2H)-one NC=1C(=NC(=C(N1)F)C1=CC=C(C=C1)N1CCOCC1)C=1C=C2CCNC(C2=CC1F)=O